1-(4-chloro-3-fluorophenyl)-3-(3-(3-morpholinoquinoxaline-6-carbonyl)phenyl)urea ClC1=C(C=C(C=C1)NC(=O)NC1=CC(=CC=C1)C(=O)C=1C=C2N=C(C=NC2=CC1)N1CCOCC1)F